(4-amino-5-bromo-9,9-dimethyl-8,9-dihydropyrazino[1',2':1,5]pyrrolo[2,3-d]pyrimidin-7(6H)-yl)prop-2-en-1-one NC=1C2=C(N=CN1)N1C(=C2Br)CN(CC1(C)C)C(C=C)=O